4-[4-amino-1-[(1R,3R)-3-aminocyclohexyl]-7-bromo-pyrazolo[4,3-c]pyridin-3-yl]-N-[4-(trifluoromethyl)-2-pyridinyl]benzamide NC1=NC=C(C2=C1C(=NN2[C@H]2C[C@@H](CCC2)N)C2=CC=C(C(=O)NC1=NC=CC(=C1)C(F)(F)F)C=C2)Br